5-((2-Oxo-1,2-dihydroquinolin-3-yl)methyl)isoindoline-1,3-dione O=C1NC2=CC=CC=C2C=C1CC=1C=C2C(NC(C2=CC1)=O)=O